5-(8-((1S,2S)-2-(2-(trifluoromethyl)pyrimidin-4-yl)cyclopropyl)imidazo[1,2-b]pyridazin-6-yl)pyrimidine-2,4(1H,3H)-dione FC(C1=NC=CC(=N1)[C@@H]1[C@H](C1)C=1C=2N(N=C(C1)C=1C(NC(NC1)=O)=O)C=CN2)(F)F